5-chloro-4-(cyclopentylmethoxy)-N-((3-(dimethylamino)-azetidin-1-yl)sulfonyl)-2-fluorobenzamide ClC=1C(=CC(=C(C(=O)NS(=O)(=O)N2CC(C2)N(C)C)C1)F)OCC1CCCC1